(R)-1-(3,3-difluoro-1-(1H-pyrazolo[3,4-b]pyridin-5-yl)piperidin-4-yl)-1-methyl-3-(1-methyl-2-oxo-5-(trifluoromethyl)-1,2-dihydropyridin-3-yl)urea FC1(CN(CC[C@H]1N(C(=O)NC=1C(N(C=C(C1)C(F)(F)F)C)=O)C)C=1C=C2C(=NC1)NN=C2)F